N-(cyclopropylmethyl)-4-morpholino-2-(3-phenylpyrazol-1-yl)furo[3,2-d]pyrimidine-6-carboxamide C1(CC1)CNC(=O)C1=CC=2N=C(N=C(C2O1)N1CCOCC1)N1N=C(C=C1)C1=CC=CC=C1